N(=C=S)CC1=CC(=CC=C1)CCCCS(=O)C 1-(isothiocyanatomethyl)-3-(4-(methylsulfinyl)butyl)benzene